F[C@@]1(CN(CC[C@@H]1NC(=O)C1=CC(=CC=2N(C=NC21)CC(F)(F)F)C#CCNC=2C(OC)=CC=C(C2)S(=O)(=O)C)C)C N-[(3R,4S)-3-fluoro-1-methyl-3-methyl-4-piperidyl]-6-[3-(4-mesyl-2-anisidino)-1-propynyl]-1-(2,2,2-trifluoroethyl)-1H-benzo[d]imidazole-4-carboxamide